3-((5-(2-aminopropane-2-yl)-1-(3-(methylsulfonyl)propyl)-1H-benzo[d]imidazol-2-yl)methyl)-1-methyl-5-fluoro-1,3-dihydro-2H-benzo[d]imidazol-2-one NC(C)(C)C1=CC2=C(N(C(=N2)CN2C(N(C3=C2C=C(C=C3)F)C)=O)CCCS(=O)(=O)C)C=C1